C(CCCC)C1=NC2=C3N=C(C=CC3=CC=C2C=C1)CCCCC 2,9-di-n-amyl-1,10-phenanthroline